[Si](C)(C)(C(C)(C)C)OCCN1N=CC(=C1)CN1C=2N(C3=CC=C(C=C3C1=O)S(=O)(=O)NC1(CC1)C)[C@@H](CN2)C (1R)-4-[(1-{2-[(tert-butyldimethylsilyl)oxy]ethyl}pyrazol-4-yl)methyl]-1-methyl-N-(1-methylcyclopropyl)-5-oxo-1H,2H-imidazo[1,2-a]quinazoline-7-sulfonamide